Ethyl 2-(m-tolyl)benzo[d]imidazo[2,1-b]thiazole-7-carboxylate C1(=CC(=CC=C1)C=1N=C2SC3=C(N2C1)C=CC(=C3)C(=O)OCC)C